C(C)(C)(C)[C@@H]1CC=2C=C3C(=NC2CC1)SC(=C3)C(=O)N[C@H](CCNC3CCOCC3)C3=CC=CC=C3 (6S)-6-tert-butyl-N-[(1R)-1-phenyl-3-(tetrahydro-2H-pyran-4-ylamino)propyl]-5,6,7,8-tetrahydrothieno[2,3-b]quinoline-2-carboxamide